hepttrienoic acid C(C=CC=CC=C)(=O)O